BrC1=C2C=NN(C2=CC(=C1CC=O)Cl)C1OCCCC1 2-(4-bromo-6-chloro-1-(tetrahydro-2H-pyran-2-yl)-1H-indazol-5-yl)acetaldehyde